2-[(2E)-2-(aminomethyl)-3-fluoroprop-2-en-1-yl]-4-[3-(6-methoxypyridin-3-yl)phenyl]-2,4-dihydro-3H-1,2,4-triazol-3-one hydrochloride Cl.NC/C(/CN1N=CN(C1=O)C1=CC(=CC=C1)C=1C=NC(=CC1)OC)=C\F